C(CC(C)C)N1N=CC(=C1)C1=NN2C(C(N1C(C)C)=O)=NC=C2 1-isopentyl-1H-pyrazol-4-yl-3-isopropylimidazo[2,1-f][1,2,4]triazin-4(3H)-one